FC1(CCC(CC1)N1C=NC(=C1C=1C=CC=2N(N1)C(=CN2)C(=O)N)C2=CC=C(C=C2)F)F 6-(1-(4,4-difluorocyclohexyl)-4-(4-fluoro-phenyl)-1H-imidazol-5-yl)imidazo[1,2-b]pyridazine-3-carboxamide